BrC1=CC=C(C=C1)N1CCN(CC1)CC(C)(C)F 1-(4-bromophenyl)-4-(2-fluoro-2-methylpropyl)piperazine